[N-](S(=O)(=O)C(F)(F)C(F)(F)F)S(=O)(=O)C(F)(F)C(F)(F)F.C(C)[N+]1(CCCC1)CCCCCC 1-ethyl-1-hexylpyrrolidinium bis(pentafluoroethanesulfonyl)imide salt